FC1(OCCN(C1)C1=NC(=CC(=N1)NC(C1=C(C=C(C=C1)NS(=O)(=O)CCO)N1CC[Si](CC1)(C)C)=O)C)F N-(2-(2,2-difluoromorpholino)-6-methylpyrimidin-4-yl)-2-(4,4-dimethyl-1,4-azasilinan-1-yl)-4-((2-hydroxyethyl)sulfonamido)benzamide